C(#C)C1=CC(N(C=2N=C(N=CC21)NC2=CC=C(C=C2)N2CCC(CC2)N2CC(C2)CO)C2=CC=CC=C2)=O 5-ethynyl-2-((4-(4-(3-(hydroxymethyl)azetidin-1-yl)piperidin-1-yl)phenyl)amino)-8-phenylpyrido[2,3-d]pyrimidin-7(8H)-one